2-methyl-4,8-di(3,5-dimethylphenyl)-1,5,6,7-tetrahydro-s-indacen CC=1CC2=C(C=3CCCC3C(=C2C1)C1=CC(=CC(=C1)C)C)C1=CC(=CC(=C1)C)C